C1(CC1)[C@H]1CN=C2N1C1=CC=C(C=C1C(N2CC2=CC(=NO2)C)=O)S(=O)(=O)NC2(CC2)C (S)-1-cyclopropyl-N-(1-methyl-cyclopropyl)-4-((3-methyl-isoxazol-5-yl)methyl)-5-oxo-1,2,4,5-tetrahydroimidazo[1,2-a]-quinazoline-7-sulfonamide